C(=O)C1=CN(C2=CC=CC=C2C1=O)CC(=O)OC methyl 2-(3-formyl-4-oxo-1,4-dihydroquinolin-1-yl)acetate